N1[C@@H](CCC1)C(=O)O.C(CCCCCCC)N1CN(C=C1)C 1-octyl-3-methylimidazole-L-proline salt